benzo-1,2,4-triazine N1=NC=NC2=C1C=CC=C2